1-butyl-1-methylpyrrolidinium bis(trifluoromethanesulfonyl)imide salt [N-](S(=O)(=O)C(F)(F)F)S(=O)(=O)C(F)(F)F.C(CCC)[N+]1(CCCC1)C